C1(CCCC1)N1CCC(CC1)N1CCN(CCC1)C1=CC=CC(=N1)C(=O)NC1=CC=NC=C1 6-[4-(1-Cyclopentylpiperidin-4-yl)-1,4-diazepan-1-yl]-N-(pyridine-4-yl)pyridine-2-carboxamide